4-(benzylthio)-6-nitro-N-((tetrahydro-2H-pyran-4-yl)methyl)-1H-benzo[d]imidazole-7-amine C(C1=CC=CC=C1)SC1=CC(=C(C=2NC=NC21)NCC2CCOCC2)[N+](=O)[O-]